2,4,6-Triisopropylphenyl isocyanat C(C)(C)C1=C(C(=CC(=C1)C(C)C)C(C)C)N=C=O